C(C)C(CC1C(=NC=CC1=O)CC)CCCC (2-ethylhexyl)-2-ethyl-pyridin-4-one